5-[(2R)-2-{[(cyclopropylmethyl)amino]methyl}-4-fluoro-6-hydroxy-2,3-dihydro-1H-indol-5-yl]-1λ6,2,5-thiadiazolidine-1,1,3-trione C1(CC1)CNC[C@@H]1NC2=CC(=C(C(=C2C1)F)N1CC(NS1(=O)=O)=O)O